manganese bis(trifluoromethanesulfonate) FC(S(=O)(=O)[O-])(F)F.FC(S(=O)(=O)[O-])(F)F.[Mn+2]